bis-(2-methacryloyloxy ethyl) phosphate P(=O)(OCCOC(C(=C)C)=O)(OCCOC(C(=C)C)=O)[O-]